N-(3α-hydroxyl-4β-fluoro-6a-ethyl-7α-trimethylsiloxy-5β-cholan-24-yl)-methyl-sulfonamide O[C@H]1[C@@H]([C@H]2[C@H]([C@H]([C@H]3[C@@H]4CC[C@H]([C@@H](CCCNS(=O)(=O)C)C)[C@]4(CC[C@@H]3[C@]2(CC1)C)C)O[Si](C)(C)C)CC)F